N(=N[SbH2])[SbH2] azostibine